5-fluoro-3,7-dimethyl-indoline FC=1C=C2C(CNC2=C(C1)C)C